CC1(CCC=2C(=NC(=C(C21)C#N)SCSCCOC)C=2N=CN(C(C2)=O)C)C 5,5-Dimethyl-1-(1-methyl-6-oxopyrimidin-4-yl)-3-(2-oxa-5-thiahex-6-ylsulfanyl)-6,7-dihydro-5H-cyclopenta[1,2-c]pyridine-4-carbonitrile